NC=1SC2=C(N1)C=CC(=C2)C=2C=NC(=C(C(=O)NCC1=C(C(=CC(=C1)F)F)OCC(C)C)C2)OC 5-(2-aminobenzo[d]thiazol-6-yl)-N-(3,5-difluoro-2-isobutoxybenzyl)-2-methoxynicotinamide